FC=1C=CC(=NC1)NC(CN1C=2N(C(C3=C1C(N(C3)C(C)C)=O)=O)N=C(C2)C2=NC=CC=C2C)=O N-(5-fluoropyridin-2-yl)-2-[2-(3-methylpyridin-2-yl)-5,8-dioxo-6-(propan-2-yl)-5,6,7,8-tetrahydro-4H-pyrazolo[1,5-a]pyrrolo[3,4-d]pyrimidin-4-yl]acetamide